6-[5-[(1S)-1-[[2,8-dichloro-6-(tri-fluoromethyl)quinazolin-4-yl]amino]ethyl]-1,2,4-triazol-1-yl]-2-methyl-pyridazin-3-one ClC1=NC2=C(C=C(C=C2C(=N1)N[C@@H](C)C1=NC=NN1C=1C=CC(N(N1)C)=O)C(F)(F)F)Cl